(S)-quinuclidin-3-yl((R)-5-(4-isobutoxyphenyl)-2,2-dimethyl-2,3-dihydro-1H-inden-1-yl)carbamate N12C[C@H](C(CC1)CC2)OC(N[C@@H]2C(CC1=CC(=CC=C21)C2=CC=C(C=C2)OCC(C)C)(C)C)=O